C(C)C(C(=O)[O-])CCCC 2-ethylcaproat